N-(2-benzoylphenyl)-2-(4-bromophenoxy)-N-(prop-2-yn-1-yl)acetamide C(C1=CC=CC=C1)(=O)C1=C(C=CC=C1)N(C(COC1=CC=C(C=C1)Br)=O)CC#C